Cl.CN1C2=C(C=C1C(=O)NC1=CC(=CC=C1)COC1=CC=C(C=C1)OCC1CNCC1)SC=C2 4-methyl-N-[3-[[4-(pyrrolidin-3-ylmethoxy)phenoxy]methyl]phenyl]thieno[3,2-b]pyrrole-5-carboxamide hydrochloride